C1(CC1)C1=C(C=C(C(=N1)CO)OCC)C1=CC=C(C=C1)F (6-cyclopropyl-3-ethoxy-5-(4-fluorophenyl)pyridin-2-yl)methanol